6-((2-chloro-4-(trifluoromethyl)phenoxy)methyl)-4-propylpicolinic acid ClC1=C(OCC2=CC(=CC(=N2)C(=O)O)CCC)C=CC(=C1)C(F)(F)F